C(C)C=1C(=C(C=CC1)OC(NC1=CC=CC=C1)=O)CC N-phenyl-carbamic acid (diethylphenyl) ester